N1N=CC=C1NC1=NC(=CC(=N1)C1(CCCC1)C#N)N1[C@@H](COCC1)C (R)-1-(2-((1H-pyrazol-5-yl)amino)-6-(3-methylmorpholino)pyrimidin-4-yl)cyclopentane-1-carbonitrile